NC=1SC=C(N1)CC(=O)NC1=CC=C(C=C1)CCN(N=O)C[C@@H](C1=CC=CC=C1)O (R)-2-(2-aminothiazol-4-yl)-N-(4-(2-((2-hydroxy-2-phenyl-ethyl)(nitroso)amino)ethyl)phenyl)acetamide